C1(=CC=CC=C1)C(=C)CC(=O)C1=CC=CC=C1 2-(1-phenylvinyl)acetophenone